COC1=CC=C(CNC2=NC=CC=C2)C=C1 4-methoxybenzylaminopyridine